FC(C1CCC(CC1)=NO)(F)F N-[4-(trifluoromethyl)cyclohexylidene]hydroxylamine